1-[6-[5-[(6-Methylpyridazin-3-yl)amino]benzimidazol-1-yl]-2-[rac-trans-2,3,3a,5,6,6a-hexahydro-1H-pyrrolo[3,2-b]pyrrol-4-yl]-3-pyridyl]ethanol CC1=CC=C(N=N1)NC1=CC2=C(N(C=N2)C2=CC=C(C(=N2)N2CC[C@H]3NCC[C@@H]32)C(C)O)C=C1 |r|